3-(2,5-dimethoxyphenyl)-3-hydroxy-2-methylpropanenitrile COC1=C(C=C(C=C1)OC)C(C(C#N)C)O